(2R,4R)-dioxolane O1COCC1